Europium(II) 1,5,10,14-tetraazacyclooctadecane N1CCCNCCCCNCCCNCCCC1.[Eu+2]